CO[C@@H]1C[C@@H](CC1)C=1C(=C2C(=NC(=NN2C1)C1=NC=CC=C1)N)C1=CC=CC=C1 ((1R,3s)-3-methoxycyclopentyl)-5-phenyl-2-(pyridin-2-yl)pyrrolo[2,1-f][1,2,4]triazin-4-amine